ClC=1C(=NC(=NC1)NC1CCOCC1)C=1C=C2N(C(N(CC2)[C@@H](C(=O)N[C@H](CO)C2=CC(=CC=C2)Cl)C)=O)C1 (R)-2-(6-(5-chloro-2-((tetrahydro-2H-pyran-4-yl)amino)pyrimidin-4-yl)-1-oxo-3,4-dihydropyrrolo[1,2-c]pyrimidin-2(1H)-yl)-N-((S)-1-(3-chlorophenyl)-2-hydroxyethyl)propanamide